Copper Telluride [Cu]=[Te]